FC=1C=CC(=C(C(=O)NCC2=CC=C(C=C2)B(O)O)C1)OC (4-((5-fluoro-2-methoxybenzoylamino)methyl)phenyl)boronic acid